ClC1=C(C(=O)NC2=C(C=C(C(=O)O)C=C2)OC)C=CC=C1 4-(2-chlorobenzoylamino)-3-methoxybenzoic acid